(S)-N-(1-(4-(tert-butyl)phenyl)ethyl)-1-(cyclobutylmethyl)-3-(4-fluoro-3-hydroxybenzyl)-2-methyl-1H-indole-6-carboxamide C(C)(C)(C)C1=CC=C(C=C1)[C@H](C)NC(=O)C1=CC=C2C(=C(N(C2=C1)CC1CCC1)C)CC1=CC(=C(C=C1)F)O